2-bromo-methyl-naphthalene BrC1=C(C2=CC=CC=C2C=C1)C